FC=1C(=CC(=NC1)OCC(F)(F)F)C1=NN(C=2C[C@@H](CCC12)C(=O)OC)C(C)C(C)=O Methyl (6R)-3-(5-fluoro-2-(2,2,2-trifluoroethoxy)pyridin-4-yl)-1-(3-oxobutan-2-yl)-4,5,6,7-tetrahydro-1H-indazole-6-carboxylate